3-indoleacetic acid ethyl ester C(C)OC(CC1=CNC2=CC=CC=C12)=O